N-benzyl-2-(5-(2,6-dimethyl-4-(2-((3aR,6aS)-tetrahydro-1H-furo[3,4-c]pyrrole-5(3H)-yl)ethoxy)phenyl)pyridin-2-yl)acetamide C(C1=CC=CC=C1)NC(CC1=NC=C(C=C1)C1=C(C=C(C=C1C)OCCN1C[C@@H]2[C@H](C1)COC2)C)=O